FCCCCCCCF 1,7-difluoroheptane